Ethyl-{[5-(3-fluorophenyl)-1-phenyl-1H-pyrazol-3-yl]oxy}acetat C(C)OC(COC1=NN(C(=C1)C1=CC(=CC=C1)F)C1=CC=CC=C1)=O